3',5'-difluoro-N-(3-((4-fluorophenyl)sulfonamido)-4-hydroxyphenyl)-[1,1'-biphenyl]-4-carboxamide FC=1C=C(C=C(C1)F)C1=CC=C(C=C1)C(=O)NC1=CC(=C(C=C1)O)NS(=O)(=O)C1=CC=C(C=C1)F